FC(C=1C=C(CN(C(OC(C)(C)C)=O)C2CCC3=CC(=CC=C23)\C=C\C(NOC2OCCCC2)=O)C=C(C1)C(F)(F)F)(F)F tert-butyl (E)-(3,5-bis(trifluoromethyl)benzyl)(5-(3-oxo-3-(((tetrahydro-2H-pyran-2-yl)oxy)amino)prop-1-en-1-yl)-2,3-dihydro-1H-inden-1-yl)carbamate